tert-Butyl (2S)-2-phenyl-4-((pyridin-2-ylmethyl)amino)piperidine-1-carboxylate C1(=CC=CC=C1)[C@H]1N(CCC(C1)NCC1=NC=CC=C1)C(=O)OC(C)(C)C